C12(CC(C1)C2)N2N=C(C=CC2=O)C(=O)N 1-{bicyclo[1.1.1]pent-1-yl}-6-oxo-1,6-dihydropyridazine-3-carboxamide